C(CCCCCC)C(C=C(C(=O)O)C)CCCCCCC 4-Heptyl-2-methyl-2-undecenoic acid